4-[(4-fluorophenyl)amino]-2-[(6-methoxy-2-methyl-1,2,3,4-tetrahydroisoquinolin-7-yl)amino]pyrimidine-5-carboxamide FC1=CC=C(C=C1)NC1=NC(=NC=C1C(=O)N)NC1=C(C=C2CCN(CC2=C1)C)OC